ethyl 1-(4-(bromomethyl)benzyl)-1H-pyrazole-4-carboxylate BrCC1=CC=C(CN2N=CC(=C2)C(=O)OCC)C=C1